N(N)C(=O)C=1C=CC(=NC1)CN(S(=O)(=O)C1CCOCC1)C1=CC=CC=C1 N-((5-(hydrazinecarbonyl)pyridin-2-yl)methyl)-N-phenyltetrahydro-2H-pyran-4-sulfonamide